butyl 4-(4-aminophenyl)piperidine-1-carboxylate NC1=CC=C(C=C1)C1CCN(CC1)C(=O)OCCCC